OC=1C=C(C=CC1)[C@@H]1C(=C(NC=2C[C@H](CC(C12)=O)C1=C(C=CC=C1)OC)C)C(=O)OC methyl (4S,7R)-4-(3-hydroxyphenyl)-7-(2-methoxyphenyl)-2-methyl-5-oxo-1,4,5,6,7,8-hexahydro-3-quinolinecarboxylate